6-cyclopentyl-3-methyl-2,3,4,5-tetrahydropyridine C1(CCCC1)C=1CCC(CN1)C